C(=O)(O)C=1C=C(C=CC1C(=O)O)S(=O)(=O)C1=CC(=C(C=C1)C(=O)O)C(=O)O 3,4-dicarboxyphenyl sulfone